4-[[2-(2-fluoro-5-hydroxy-4-isopropenyl-phenyl)acetyl]amino]-N-[1-(trifluoromethyl)cyclopropyl]pyridine-2-carboxamide FC1=C(C=C(C(=C1)C(=C)C)O)CC(=O)NC1=CC(=NC=C1)C(=O)NC1(CC1)C(F)(F)F